Methyl (S)-2-((tert-butoxycarbonyl)amino)-3-(3-cyclopentyl-4-hydroxyphenyl)-propanoate C(C)(C)(C)OC(=O)N[C@H](C(=O)OC)CC1=CC(=C(C=C1)O)C1CCCC1